methyl (S)-4-((R)-2-((tert-butoxycarbonyl)amino)-3-(4-chlorophenyl)propanoyl)-morpholine-3-carboxylate C(C)(C)(C)OC(=O)N[C@@H](C(=O)N1[C@@H](COCC1)C(=O)OC)CC1=CC=C(C=C1)Cl